hept-5-ene-2,3-dicarboxylic acid di(5-hexenyl) ester C(CCCC=C)OC(=O)C(C)C(CC=CC)C(=O)OCCCCC=C